ClC=1C(NC(=CC1)Cl)=O 3,6-dichloropyridin-2(1H)-one